(S)-4-(3-acrylamidopiperidin-1-yl)-2,3-dimethyl-1H-indole-7-carboxamide C(C=C)(=O)N[C@@H]1CN(CCC1)C1=C2C(=C(NC2=C(C=C1)C(=O)N)C)C